4-Methyl-N-(5-(4-methyl-3-(1-propylthioureido)phenyl)pyridin-2-yl)piperazine-1-carboxamide CN1CCN(CC1)C(=O)NC1=NC=C(C=C1)C1=CC(=C(C=C1)C)N(C(=S)N)CCC